6-[(2,6-difluoro-4-pyridyl)amino]-3-methoxy-N-[5-(trifluoromethyl)indan-1-yl]pyridine-2-carboxamide FC1=NC(=CC(=C1)NC1=CC=C(C(=N1)C(=O)NC1CCC2=CC(=CC=C12)C(F)(F)F)OC)F